3-methylsulfanyl-5-phenylamino-1,2,4-triazine-6-carboxamide CSC=1N=NC(=C(N1)NC1=CC=CC=C1)C(=O)N